ClCC(C=1C(=NC=CC1)NC)N(C(O)=O)CCOC.OC1C(C(OC2=CC(=CC(=C12)O)O)C1=CC=CC=C1)=O 4,5,7-trihydroxyflavanone chloromethyl-(2-methoxyethyl)((2-(methylamino)pyridin-3-yl)methyl)carbamate